C1(C=CC=C2N=C3C(=NC=C21)C=CC=C3)=O dibenzo[b,e][1,4]diazepin-1-one